[Al].C1(=CC=C(C=C1)CCCCCCCC\C=C/CCCCCCCC(=O)O)C1=CC=CC=C1 (1,1'-Biphenyl-4-oleic acid) aluminum